3-hydroxy-5-(1-hydroxy-2-{N-[1-(4-hydroxyphenyl)prop-2-yl]amino}ethyl)phenolate OC=1C=C(C=C(C1)C(CNC(CC1=CC=C(C=C1)O)C)O)[O-]